5-Methyl-6-oxopyridine-3-carboxylate CC1=CC(=CNC1=O)C(=O)[O-]